C12CN(CC2C1)C1=NC(=NC=C1)NC(C1=C(C=C(C=C1)NS(=O)(=O)CCO)N1CCC2(CC2)CC1)=O N-(4-(3-azabicyclo[3.1.0]hexan-3-yl)pyrimidin-2-yl)-4-((2-hydroxyethyl)sulfonamido)-2-(6-azaspiro[2.5]octan-6-yl)benzamide